12'-(methoxymethyl)-11'-methyl-3,4-dihydro-2H,15'H-spiro[naphthalene-1,22'-[20]oxa[13]thia[1,14]diazatetracyclo[14.7.2.0~3,6~.0~19,24~]pentacosa[16,18,24]trien]-15'-one 13',13'-dioxide COCC1C(CCCCC2CCC2CN2CC3(COC4=CC=C(C(NS1(=O)=O)=O)C=C24)CCCC2=CC=CC=C23)C